O(P([O-])(=O)OP(=O)([O-])[O-])CCCC Butyl Pyrophosphate